[1,1'-biphenyl]-4-yl-(2-bromophenyl)methanone Methyl-4-amino-3-chloro-5-fluoro-6-(7-fluoro-1-isobutyryl-1H-indol-6-yl)pyridin-2-carboxylat COC(=O)C1=NC(=C(C(=C1Cl)N)F)C1=CC=C2C=CN(C2=C1F)C(C(C)C)=O.C1(=CC=C(C=C1)C(=O)C1=C(C=CC=C1)Br)C1=CC=CC=C1